2-(3-cyclopropyl-1H-pyrazol-1-yl)acetic Acid C1(CC1)C1=NN(C=C1)CC(=O)O